(Z)-3-fluoro-4-(2-methyl-4-(3-(pyrrolidin-1-ylsulfonyl)phenyl)-1H-benzo[d]imidazol-1-yl)but-2-en-1-amine F\C(=C/CN)\CN1C(=NC2=C1C=CC=C2C2=CC(=CC=C2)S(=O)(=O)N2CCCC2)C